COC1=CC(=CC2=C1C(C(=CO2)C(F)(F)F)=O)OC 5,7-dimethoxy-3-trifluoromethyl-4H-benzopyran-4-one